CC1=C2N(CCN(C2=CC=C1)CC(F)(F)F)S(=O)(=O)C1=C(C=C(C=C1)C=1C=NN(C1)C)C 5-methyl-4-[2-methyl-4-(1-methyl-1H-pyrazol-4-yl)benzenesulfonyl]-1-(2,2,2-trifluoroethyl)-1,2,3,4-tetrahydroquinoxaline